2-amino-4-methylpentanol NC(CO)CC(C)C